(R)-5-amino-1-(2-((2-((2'-chloro-2-fluoro-[1,1'-biphenyl]-3-yl)amino)-2-oxoethyl)(1-hydroxypropan-2-yl)amino)-2-oxoethyl)-1H-indazole-3-carboxamide NC=1C=C2C(=NN(C2=CC1)CC(=O)N([C@@H](CO)C)CC(=O)NC=1C(=C(C=CC1)C1=C(C=CC=C1)Cl)F)C(=O)N